6-(piperidine-1-carbonyl)-3,4-dihydroquinolin-2(1H)-one N1(CCCCC1)C(=O)C=1C=C2CCC(NC2=CC1)=O